FC(CCS(=O)(=O)NC1=C(C=C(C=C1)C1=CC2=C(N=C(N=C2)SC)N(C1=O)C(C)C)F)(F)F 3,3,3-Trifluoro-N-[2-fluoro-4-(8-isopropyl-2-methylsulfanyl-7-oxo-pyrido[2,3-d]pyrimidin-6-yl)phenyl]propane-1-sulfonamide